methanesulfonic acid, ethyl ester CS(=O)(=O)OCC